2-bromo-N-((6-cyclopropylimidazo[1,2-a]pyridin-2-yl)methyl)pyridin-4-amine BrC1=NC=CC(=C1)NCC=1N=C2N(C=C(C=C2)C2CC2)C1